ClC1=NC=C(C(=N1)NCC1=CC=C(C=C1)OC)I 2-chloro-5-iodo-N-(4-methoxybenzyl)pyrimidin-4-amine